Cl.Cl.FC1=CC=C2CN=C(NC2=C1)SCCCCN1CCCC1 7-fluoro-2-((4-(pyrrolidin-1-yl)butyl)thio)-1,4-dihydroquinazoline dihydrochloride